Cl.CN(C(C)=O)C N,N-dimethylacetamide hydrochloride